syn-p-methylsulfonylphenyl-serine copper [Cu].CS(=O)(=O)C1=CC=C(C=C1)N[C@@H](CO)C(=O)O